(-)-(3aR,4S,7aR)-4-Hydroxy-4-[2-(3-methylphenyl)ethynyl]perhydroindole-1-carboxylic acid methyl ester COC(=O)N1CC[C@H]2[C@@](CCC[C@@H]12)(C#CC1=CC(=CC=C1)C)O